S1C2=C(C=C1C(C(=C)C1=CC3=C(OCO3)C=C1)=O)C=CC=C2 1-(benzo[b]thiophen-2-yl)-2-(benzo[d][1,3]dioxol-5-yl)prop-2-en-1-one